1-(3-(4-Methoxyphenyl)-1,2,4-oxadiazol-5-yl)-N-((1-(2-methylbenzyl)pyrrolidin-3-yl)methyl)piperidine-4-carboxamide COC1=CC=C(C=C1)C1=NOC(=N1)N1CCC(CC1)C(=O)NCC1CN(CC1)CC1=C(C=CC=C1)C